1-((8-((3'-(5-(Dimethylglycyl)-5,6-dihydro-4H-pyrrolo[3,4-d]thiazol-2-yl)-2,2'-dimethyl-[1,1'-biphenyl]-3-yl)amino)-1,7-naphthyridin-3-yl)methyl)azetidin CN(CC(=O)N1CC=2N=C(SC2C1)C=1C(=C(C=CC1)C1=C(C(=CC=C1)NC=1N=CC=C2C=C(C=NC12)CN1CCC1)C)C)C